4-hydroxybenzohydrazide OC1=CC=C(C(=O)NN)C=C1